C(N)(=O)C1=CC(=C(COC2=CC=CC(=N2)C2=CC(=C(CC3=NC4=C(N3C[C@H]3OCC3)C=C(C=C4)C(=O)O)C=C2F)F)C=C1F)F (S)-2-(4-(6-((4-carbamoyl-2,5-difluorobenzyl)oxy)pyridin-2-yl)-2,5-difluorobenzyl)-1-(oxetan-2-ylmethyl)-1H-benzo[d]imidazole-6-carboxylic acid